COC=1C=C(C(=O)NC2CC(C2)N(CCC2CCNCC2)C)C=CC1 3-methoxy-N-(3-(methyl-(2-(piperidin-4-yl)ethyl)amino)cyclobutyl)benzamide